3-((2S)-3-(8-(3-(1-(cyclopropylmethyl)-1H-pyrazol-4-yl)phenylsulfonyl)-1-oxa-8-azaspiro[4.5]decan-3-ylamino)-2-hydroxypropoxy)-N-methylbenzenesulfonamide C1(CC1)CN1N=CC(=C1)C=1C=C(C=CC1)S(=O)(=O)N1CCC2(CC(CO2)NC[C@@H](COC=2C=C(C=CC2)S(=O)(=O)NC)O)CC1